(2-amino-3-(3-(4-((4-(trifluoromethyl)-1H-pyrazol-1-yl)methyl)benzyl)isoxazol-5-yl)pyridin-1-ium-1-yl)methyl hydrogen phosphate P(=O)(OC[N+]1=C(C(=CC=C1)C1=CC(=NO1)CC1=CC=C(C=C1)CN1N=CC(=C1)C(F)(F)F)N)(O)[O-]